NC1=NC=2C=CC(=CC2C2=C1C=NN2C)C(=O)N(CC2=CC=C(C=C2)C(F)(F)F)OCC 4-amino-N-ethoxy-1-methyl-N-(4-(trifluoromethyl)benzyl)-1H-pyrazolo[4,3-c]quinoline-8-carboxamide